CN[C@H](C(=O)O)CC=1C=NC2=CC=CC=C2C1 (S)-2-(methylamino)-3-(quinolin-3-yl)propanoic acid